lithio 4-[(1-methylpiperidin-4-yl)amino]-2-(trifluoromethyl)benzoate CN1CCC(CC1)NC1=CC(=C(C(=O)O[Li])C=C1)C(F)(F)F